BrC=1C=C(C=2N(C1)N=CC2C#N)OC 6-Bromo-4-methoxy-pyrazolo[1,5-a]pyridine-3-carbonitrile